1-(1-(4-(2,5-dihydro-1H-pyrrol-3-yl)benzyl)-1H-indol-5-yl)-5-methyl-1H-pyrazole-3-carboxamide N1CC(=CC1)C1=CC=C(CN2C=CC3=CC(=CC=C23)N2N=C(C=C2C)C(=O)N)C=C1